COC(C(CCC(=O)OC)N1CCC2(CC1)CCN(CC2)C(=O)OC(C)(C)C)=O.BrC2=C(C=CC=1N(C(N(C12)C)=O)COCC[Si](C)(C)C)F 4-bromo-5-fluoro-3-methyl-1-(2-trimethylsilylethoxymethyl)benzimidazol-2-one dimethyl-2-(9-(tert-butoxycarbonyl)-3,9-diazaspiro[5.5]undecan-3-yl)pentanedioate